FC1=C(C=CC=C1)[C@@H](CC1=NC(=NC(=N1)N[C@@H](CO)CC(C)C)NS(=O)(=O)C)C N-(4-((R)-2-(2-Fluorophenyl)propyl)-6-(((R)-1-hydroxy-4-methylpentan-2-yl)amino)-1,3,5-triazin-2-yl)methanesulfonamide